N-ETHYL-N-(2,4,4-TRIMETHYLCYCLOPENTYL)PYRROLIDINIUM C(C)[N+]1(CCCC1)C1C(CC(C1)(C)C)C